N-((S)-1,1-dicyclopropyl-3-((2-fluoro-4-((S)-1-oxo-1-(3-(trifluoromethyl)azetidin-1-yl)propan-2-yl)phenyl)amino)-3-oxopropan-2-yl)-1-ethyl-1H-pyrazole-5-carboxamide C1(CC1)C([C@@H](C(=O)NC1=C(C=C(C=C1)[C@@H](C(N1CC(C1)C(F)(F)F)=O)C)F)NC(=O)C1=CC=NN1CC)C1CC1